O=C1N(CCC(N1)=O)N1C(C2=CC=C(C=C2C1=O)CN1CCC(CC1)N1N=C2C=C(C(=CC2=C1)NC(C1=NC(=CC=C1)C(F)(F)F)=O)C(C)(C)O)=O N-(2-(1-((2-(2,4-dioxotetrahydropyrimidin-1(2H)-yl)-1,3-dioxoisoindolin-5-yl)methyl)piperidin-4-yl)-6-(2-hydroxypropane-2-yl)-2H-indazol-5-yl)-6-(trifluoromethyl)picolinamide